N-[5-[(5-chloropyridin-2-yl)methoxy]-1,3,4-thiadiazol-2-yl]-5-(2-methoxyphenyl)pyrazolo[1,5-a]pyridine-6-carboxamide ClC=1C=CC(=NC1)COC1=NN=C(S1)NC(=O)C=1C(=CC=2N(C1)N=CC2)C2=C(C=CC=C2)OC